9-{[(1-methylpiperidine-4-carbonyl)oxy]methyl}heptadecanedioic acid bis(4-pentylnonyl) ester C(CCCC)C(CCCOC(CCCCCCCC(CCCCCCCC(=O)OCCCC(CCCCC)CCCCC)COC(=O)C1CCN(CC1)C)=O)CCCCC